(R)-2-((4-aminophenyl)amino)-1-phenylethanol NC1=CC=C(C=C1)NC[C@H](O)C1=CC=CC=C1